BrCC(=O)C1=CC(=C(C=C1)OC)OC 2-bromo-3',4'-dimethoxyacetophenone